C12(C(=O)CC(CC1)C2(C)C)CS(=O)(=O)[O-].C(CCCCC)[NH3+] n-hexylammonium camphorsulfonate